3-(4-methyl-3-thienyl)propanoyl chloride CC=1C(=CSC1)CCC(=O)Cl